C(C)OC(=O)C1=CN=C2N1N=C(C=C2)N2CCCC1=CC(=C(C=C21)C(F)F)C=2C=NN(C2)C ethyl-6-(7-(difluoromethyl)-6-(1-methyl-1H-pyrazol-4-yl)-3,4-dihydroquinolin-1(2H)-yl)imidazo[1,2-b]pyridazine-3-carboxylate